2,2,2-Trichloroethyl (2-(4-pivalamidophenyl)acetoxy)carbamate C(C(C)(C)C)(=O)NC1=CC=C(C=C1)CC(=O)ONC(OCC(Cl)(Cl)Cl)=O